S(N)(OC[C@@H]1[C@H](C[C@@H](C1)NC1=NC=NC=C1C(=O)C=1SC=C(C1)[C@]1(OCCC1)C1CC1)O)(=O)=O [(1R,2S,4R)-4-{[5-({4-[(2R)-2-cyclopropyltetrahydrofuran-2-yl]-2-thienyl}carbonyl)pyrimidin-4-yl] amino}-2-hydroxycyclopentyl]methyl sulfamate